(3-cyano-4-allyloxyphenyl)-2-thiazolecarboxylic acid C(#N)C=1C=C(C=CC1OCC=C)C=1N=C(SC1)C(=O)O